5-(((1S,2R)-2-aminocyclobutyl)carbamoyl)-3-methylpyridin N[C@H]1[C@H](CC1)NC(=O)C=1C=C(C=NC1)C